(R)-2-(3-fluoro-2-methoxy-5-((R)-tetrahydrofuran-2-yl)phenyl)-2-((R)-3-(methyl(5-(5,6,7,8-tetrahydro-1,8-naphthyridin-2-yl)pentyl)amino)pyrrolidin-1-yl)acetic acid FC=1C(=C(C=C(C1)[C@@H]1OCCC1)[C@H](C(=O)O)N1C[C@@H](CC1)N(CCCCCC1=NC=2NCCCC2C=C1)C)OC